C(CCC)C1=CC=C(N(C2=CC=CC=C2)C2=CC=CC=C2)C=C1 4-butyl-N,N-diphenyl-aniline